CC1=CC=C(C=C1)[SeH](=O)(O)O 4-Methylphenylselenious acid